3-(2-(2-(3-aminopropyloxy)-ethoxy)ethoxypropyl)-L-glutamine NCCCOCCOCCOCCCC([C@H](N)C(=O)O)CC(N)=O